P(=O)(OOCCCCCCCCCCCCOC(C)CC)([O-])[O-] sec-butoxydodecyloxy phosphate